N-(6-(3-(4-chlorobenzyl)ureido)spiro[3.3]hept-2-yl)-2-methylbenzamide ClC1=CC=C(CNC(NC2CC3(CC(C3)NC(C3=C(C=CC=C3)C)=O)C2)=O)C=C1